3-(trifluoromethyl)-5,6,7,8-tetrahydroimidazo[1,2-a]pyrazine FC(C1=CN=C2N1CCNC2)(F)F